ClC=1C=C(C=CC1)C1=NNC2=NC(=CN=C21)N2CCC(CC2)(O)CNC(OCC2=CC=CC=C2)=O benzyl ((1-(3-(3-chlorophenyl)-1H-pyrazolo[3,4-b]pyrazin-6-yl)-4-hydroxypiperidin-4-yl)methyl)carbamate